2-(3-isopropylphenyl)butanal C(C)(C)C=1C=C(C=CC1)C(C=O)CC